2-(3,4-dimethoxyphenyl)-6-(4-((3aR,6aS)-5-isopropylhexahydropyrrolo[3,4-c]pyrrol-2(1H)-yl)phenyl)-1,4-dimethyl-1H-imidazo[4,5-c]pyridine COC=1C=C(C=CC1OC)C=1N(C2=C(C(=NC(=C2)C2=CC=C(C=C2)N2C[C@@H]3CN(C[C@@H]3C2)C(C)C)C)N1)C